C(C)(C)OC(C([O-])(OC(C)C)OC(C)C)OCCOCCCC.[Ti+4].C(C)(C)OC(C([O-])(OC(C)C)OC(C)C)OCCOCCCC.C(C)(C)OC(C([O-])(OC(C)C)OC(C)C)OCCOCCCC.C(C)(C)OC(C([O-])(OC(C)C)OC(C)C)OCCOCCCC titanium triisopropoxy-2-(2-butoxyethoxy)ethoxide